(1S,3S,5S)-5-(morpholinomethyl)-2-azabicyclo[3.1.0]hexane-3-carboxylic acid ethyl ester hydrochloride Cl.C(C)OC(=O)[C@H]1N[C@H]2C[C@]2(C1)CN1CCOCC1